C(\C=C/C(=O)[O-])(=O)[O-].[NH4+].[NH4+] Ammonium maleinat